C(=O)[O-].C(=O)[O-].C1=CC=CC2=CC3=CC=CC=C3C=C12.[Ca+2] calcium anthracene diformate